R-1H-1,2,3,4-tetrazole N1N=NN=C1